trans-3-(benzyloxy)-6-azabicyclo[3.1.1]heptane C(C1=CC=CC=C1)OC1CC2NC(C1)C2